ClC=1C=C(C=CC1Cl)CC(=O)NC=1C=C2C=CC=NC2=CC1 (3,4-dichlorophenyl)-N-(quinolin-6-yl)acetamide